O1COCC2=C1C=CC=C2CN2CCN(CC2)CCN2SC(N(C2=O)CC2=CC=CC=C2)=O 2-(2-(4-(benzo[d][1,3]dioxin-5-ylmethyl)piperazin-1-yl)ethyl)-4-benzyl-1,2,4-thiadiazolidine-3,5-dione